N(=O)C1=CC=C(C=C1)CC(=O)OC(C)(C)C tert-butyl 2-(4-nitrosophenyl)acetate